FC1=CC=C(C=C1C1=C(C=CC=C1C)C)C=1NC(=C([N+]1[O-])C(NC1=CC(=CC=C1)C(NC)=O)=O)C 2-(6-fluoro-2',6'-dimethyl-[1,1'-biphenyl]-3-yl)-5-methyl-4-((3-(methylcarbamoyl)phenyl)carbamoyl)-1H-imidazole 3-oxide